FC1=C(C=C(C=C1)N1N=CN=C1C=1C=CC=2N(C1)C(=CN2)C2=CC=C(C=C2)NC(OC(C)(C)C)=O)OC tert-butyl N-[4-[6-[2-(4-fluoro-3-methoxy-phenyl)-1,2,4-triazol-3-yl]imidazo[1,2-a]pyridin-3-yl]phenyl]carbamate